ClC1=C(O[Ti])C(=CC(=C1)C(C)(C)C)Cl 2,6-dichloro-4-(tert-butyl)phenoxytitanium